NC1=C(C=C(C=C1)C(C(=O)OCC)(C)C)F ethyl 2-(4-amino-3-fluorophenyl)-2-methylpropanoate